2-(2-azidoethyl)-7-(2,3-dichloro-6-methoxyphenyl)imidazo[1,2-a]pyridine N(=[N+]=[N-])CCC=1N=C2N(C=CC(=C2)C2=C(C(=CC=C2OC)Cl)Cl)C1